1-(3,4-difluorophenyl)prop-2-en-1-amine FC=1C=C(C=CC1F)C(C=C)N